CC1=CN=C(S1)C1=CC(=CC2=C1OCC(N2)=O)C(=O)O 8-(5-Methylthiazol-2-yl)-3-oxo-3,4-dihydro-2H-benzo[b][1,4]oxazine-6-carboxylic acid